(R)-1-((2-(6-((S)-2-((tert-butoxycarbonyl)amino)-3-fluoropropyl)-1-methyl-5-oxo-5,6,7,8-tetrahydro-1H-imidazo[4,5-g]isoquinolin-2-yl)-1-(cyclopropylmethyl)-1H-indol-7-yl)oxy)propan C(C)(C)(C)OC(=O)N[C@@H](CN1C(C=2C=C3C(=CC2CC1)N(C(=N3)C=3N(C1=C(C=CC=C1C3)OCCC)CC3CC3)C)=O)CF